3-[1-(4,4-difluoro-1-piperidinyl)ethyl]benzoic acid FC1(CCN(CC1)C(C)C=1C=C(C(=O)O)C=CC1)F